ClC1=NC(=NC(=N1)Cl)CC(C)C1=C(C(=CC=C1)F)F 2,4-dichloro-6-(2-(2,3-difluorophenyl)propyl)-1,3,5-triazine